OC1=C2C(C=C(OC2=CC(=C1)C=1C(=NOC1C)C)C1=CC=CC=C1)=O 5-hydroxy-2-phenyl-7-(3,5-dimethylisoxazol-4-yl)-4H-chromen-4-one